FC(C=1C=C2C=NNC2=C(C1)S(=O)(=O)N1C(CC1)C(=O)NC=1C=CC2=C(OCCN2C2COC2)C1)F 1-((5-(difluoromethyl)-1H-indazol-7-yl)sulfonyl)-N-(4-(oxetan-3-yl)-3,4-dihydro-2H-benzo[b][1,4]oxazin-7-yl)azetidine-2-carboxamide